N-(1'-(2-(1,1-difluoroethyl)-6-(5-fluoro-1-methyl-1H-pyrazol-4-yl)pyrimidin-4-yl)-1',2'-dihydrospiro[cyclopropane-1,3'-pyrrolo[3,2-c]pyridin]-6'-yl)acetamide FC(C)(F)C1=NC(=CC(=N1)N1CC2(C=3C=NC(=CC31)NC(C)=O)CC2)C=2C=NN(C2F)C